di-(m-methoxyphenyl)-acetylene COC=1C=C(C=CC1)C#CC1=CC(=CC=C1)OC